CCCCCCCCCCCCCCC[C@H]([C@H](C)NC(=O)CCCCCCCCCCCCC/C=C\CCCCCCCC)O N-(15Z-tetracosenoyl)-1-deoxysphinganine